C(C)(=O)C1=C(C2=C(N=C(N=C2)NC2=NC=C(C=C2)N2CC(CC2)N)N(C1=O)C1CCCC1)C 6-acetyl-2-[5-(3-amino-pyrrolidin-1-yl)-pyridin-2-ylamino]-8-cyclopentyl-5-methyl-8H-pyrido[2,3-d]Pyrimidin-7-one